C1(=C(C(=CC=C1)S(=O)(=O)[O-])S(=O)(=O)[O-])C=CC1=CC=CC=C1.[N-]=[N+]=[N-].[N-]=[N+]=[N-].[Na+] sodium diazide stilbenedisulfonate